(4-(4-(dimethylamino)phenyl)piperazin-1-yl)(naphthalen-1-yl)methanone CN(C1=CC=C(C=C1)N1CCN(CC1)C(=O)C1=CC=CC2=CC=CC=C12)C